S1CCCCC1.[N] nitrogen Thian